NC=1C=C(C=CC1O)CC#N (3-amino-4-hydroxyphenyl)acetonitrile